1,2,3,4,6-pentathiepane S1SSSCSC1